ClC=1C=C(C(=C(C1)O)C1=CC=C2C(=N1)N=C(O2)N2CC1=NNC=C1C2)C 5-Chloro-2-[2-(4,6-dihydro-2H-pyrrolo[3,4-c]pyrazol-5-yl)oxazolo[4,5-b]pyridin-5-yl]-3-methyl-phenol